O.O.[Na+].[Na+].N[C@@H](CC1=CNC2=CC=CC=C12)C(=O)[O-].N[C@@H](CC1=CNC2=CC=CC=C12)C(=O)[O-] L-tryptophan disodium salt dihydrate